C(CC)C(CC1=CC=CC=C1)O α-propylphenethyl alcohol